N4-cyclopentyl-N2-(8-(1-methyl-1H-pyrazol-5-yl)-2,3-dihydrobenzo[b][1,4]dioxin-5-yl)-7H-pyrrolo[2,3-d]pyrimidine-2,4-diamine C1(CCCC1)NC=1C2=C(N=C(N1)NC1=CC=C(C=3OCCOC31)C3=CC=NN3C)NC=C2